FC1=CC=C(C=C1)C1=C(C=C(C=C1)CC(=CC(=O)O)C)C 4-(4'-fluoro-2-methyl-[1,1'-biphenyl]-4-yl)-3-methylbut-2-enoic acid